Cl.N1C[C@@H](CC1)NC(OC(C)(C)C)=O tert-butyl (R)-pyrrolidin-3-ylcarbamate hydrochloride